2-Amino-2-methylpropanol NC(CO)(C)C